C(#C)C1=CC=C(C[C@H](N)C(=O)O)C=C1 p-ethynyl-phenylalanine